COCCOC=1C(=NC=NC1)N 5-(2-Methoxyethoxy)pyrimidin-4-amine